C(CCCCCCCCCCCCC)N1C=C(C(C=C1)=O)OC1OCCCC1 N-tetradecyl-3-tetrahydropyranyloxypyridin-4-one